4,4-bis(4-hydroxy-2-methylphenyl)pentanoic acid OC1=CC(=C(C=C1)C(CCC(=O)O)(C)C1=C(C=C(C=C1)O)C)C